N-((1S)-cycloheptyl(6-((2-oxopiperidin-3-yl)methyl)imidazo[1,2-b]pyridazin-2-yl)methyl)-4-methyl-1,2,5-oxadiazole-3-carboxamide C1(CCCCCC1)[C@H](NC(=O)C1=NON=C1C)C=1N=C2N(N=C(C=C2)CC2C(NCCC2)=O)C1